ClC1=C(C=CC(=C1)C(F)(F)F)NC(=O)C1(CCC1)N1N=CC(=C1)N1CCC(CC1)CN1[C@H]2CN([C@@H](C1)C2)C(=O)OC(C)(C)C tert-butyl (1R,4R)-5-((1-(1-(1-((2-chloro-4-(trifluoromethyl)phenyl)carbamoyl)cyclobutyl)-1H-pyrazol-4-yl)piperidin-4-yl)methyl)-2,5-diazabicyclo[2.2.1]heptane-2-carboxylate